C1(=CC=C(C=C1)C1=NC=C(C=C1)[Si](C)(C)C)C 2-(p-tolyl)-5-(trimethylsilyl)pyridine